3-((4-(2-azidopropan-2-yl)-6-chloro-2,7-naphthyridin-1-yl)oxy)cyclobutane-1-carboxylic acid methyl ester COC(=O)C1CC(C1)OC1=NC=C(C2=CC(=NC=C12)Cl)C(C)(C)N=[N+]=[N-]